C(C)N1[C@H](CC1)COC=1C(=CC(=NC1)C)C1=CC=2N(C=C1)N=C(C2)NC(=O)C2CC2 N-[5-[5-[[(2R)-1-ethylazetidin-2-yl]methoxy]-2-methyl-4-pyridyl]pyrazolo[1,5-a]pyridin-2-yl]cyclopropanecarboxamide